N-((S)-4-morpholino-1,4-dioxo-1-(((S)-4-phenyl-1-(4,4,5,5-tetramethyl-1,3,2-dioxaborolan-2-yl)butyl)amino)butan-2-yl)pyrazine-2-carboxamide O1CCN(CC1)C(C[C@@H](C(N[C@H](CCCC1=CC=CC=C1)B1OC(C(O1)(C)C)(C)C)=O)NC(=O)C1=NC=CN=C1)=O